3-(phenanthren-9-yl)-9H-carbazole-1,2,4,5,6,7,8-d7 C1=CC=CC=2C3=CC=CC=C3C(=CC12)C1=C(C(=C2NC3=C(C(=C(C(=C3C2=C1[2H])[2H])[2H])[2H])[2H])[2H])[2H]